C(\C(\C)=C/C)(=O)OC\C=C\C1=CC(OC)=C(O)C=C1 Ferulyl angelate